ClC1=CC(=C(COC2=CC=CC(=N2)C23CCN(CC3C2)CC2=NC3=C(N2C[C@H]2OCC2)C=C(C=C3)C(=O)OC)C=C1)F methyl 2-((6-(6-((4-chloro-2-fluorobenzyl)oxy)pyridin-2-yl)-3-azabicyclo[4.1.0]heptan-3-yl)methyl)-1-((S)-oxetan-2-ylmethyl)-1H-benzo[d]imidazole-6-carboxylate